2-amino-N-(4,4-difluorocyclohexyl)-5,5,5-trifluoropentanamide NC(C(=O)NC1CCC(CC1)(F)F)CCC(F)(F)F